C(C)(C)(C)OC(=O)N1C[C@H]([C@H](CC1)[C@H](C)N)CC.BrC=1C=C(C=CC1)NC(=O)N1[C@@H](CCC1)C=1SC=C(N1)C1=CC=C(C=C1)F (S)-N-(3-bromophenyl)-2-(4-(4-fluorophenyl)-thiazol-2-yl)pyrrolidine-1-carboxamide tert-butyl-(3S,4S)-4-[(1S)-1-aminoethyl]-3-ethylpiperidine-1-carboxylate